Methyl 2-methylpiperidine-4-carboxylate Methyl-2-methylpyridine-4-carboxylate COC(=O)C1=CC(=NC=C1)C.CC1NCCC(C1)C(=O)OC